[Co].[W] tungsten-cobalt